C[C@@H]1N(C[C@H](N(C1)C1CCOCC1)C)C=1SC2=C(N1)C(=C(N2)C=2C(=C(C=1N(C2)N=CN1)C)C)C(C)C 2-((2S,5R)-2,5-dimethyl-4-(tetrahydro-2H-pyran-4-yl)piperazin-1-yl)-5-(7,8-dimethyl-[1,2,4]triazolo[1,5-a]pyridin-6-yl)-6-isopropyl-4H-pyrrolo[3,2-d]thiazole